tert-butyl (2-methyl-1-((1r,4r)-4-sulfamoyl-cyclohexyl)propan-2-yl)carbamate CC(CC1CCC(CC1)S(N)(=O)=O)(C)NC(OC(C)(C)C)=O